N-(1-(2-oxabicyclo[2.1.1]hex-5-yl)-1H-pyrazol-4-yl)-5-(pyridin-2-yl)isoxazole-3-carboxamide C12OCC(C1N1N=CC(=C1)NC(=O)C1=NOC(=C1)C1=NC=CC=C1)C2